C(C)(C)(C)C1C=2C(=C(C(NC2C2=NC(=C(C=C2C1)OCCCOC)OC)=O)C(=O)N(C)C)O 5-(tert-butyl)-4-hydroxy-9-methoxy-8-(3-methoxypropoxy)-N,N-dimethyl-2-oxo-1,2,5,6-tetrahydro-1,10-phenanthroline-3-carboxamide